C(C)(C)(C)NS(=O)(=O)C=1C=C(C=CC1)NC(C1=C(C=C(C=C1)CS(=O)(=O)CCO)N1CCC2(CC2)CC1)=O N-(3-(N-(tert-butyl)sulfamoyl)phenyl)-4-(((2-hydroxyethyl)sulfonyl)methyl)-2-(6-azaspiro[2.5]octan-6-yl)benzamide